COC1=CC=C(C=C1)CN1S(C(CC1)CCC(=O)O)(=O)=O 3-{2-[(4-methoxyphenyl)methyl]-1,1-dioxo-1λ6,2-thiazolidin-5-yl}propanoic acid